P(=O)([O-])([O-])[O-].[Na+].C(C1=CC(=CC(=C1)C(C)(C)C)C(C)(C)C)C1=CC(=CC(=C1)C(C)(C)C)C(C)(C)C.[Na+].[Na+] 2,2'-methylene-bis(4,6-di-tert-butyl-benzene) sodium phosphate